deoxyuridine 5'-O-triphosphate P(O)(=O)(OP(=O)(O)OP(=O)(O)O)OC[C@@H]1[C@H](C[C@@H](O1)N1C(=O)NC(=O)C=C1)O